6-methoxyindoline-1,2-dicarboxylic acid 1-tert-butyl 2-methyl ester COC(=O)C1N(C2=CC(=CC=C2C1)OC)C(=O)OC(C)(C)C